2-[3-bromo-4-[[3-(4-piperidylmethyl)azetidin-1-yl]methyl]phenyl]propan-2-ol BrC=1C=C(C=CC1CN1CC(C1)CC1CCNCC1)C(C)(C)O